tert-butyl 2-(4-(difluoromethoxy)-2-(2-fluoropyridin-4-yl)-6-isopropylphenyl)-acetate FC(OC1=CC(=C(C(=C1)C(C)C)CC(=O)OC(C)(C)C)C1=CC(=NC=C1)F)F